Racemic-3-cyclopropyl-6-((5-methoxypyridin-2-yl)methyl)-1-(1-(6-(trifluoromethyl)pyridin-3-yl)propyl)-1H-pyrazolo[3,4-d]Pyrimidin-4(5H)-one C1(CC1)C1=NN(C=2N=C(NC(C21)=O)CC2=NC=C(C=C2)OC)[C@H](CC)C=2C=NC(=CC2)C(F)(F)F |r|